C12(CC3CC(CC(C1)C3)C2)C2=CC=C(C=C2)C2=NC(=NC(=N2)C2=CC=C(C=C2)C2=NC(=NC(=N2)C2=CC=CC=C2)C2=CC=CC=C2)C2=CC=CC=C2 2-(4-(adamantan-1-yl)phenyl)-4-(4-(4,6-diphenyl-1,3,5-triazin-2-yl)phenyl)-6-phenyl-1,3,5-triazine